[NH4+].[NH4+].N1CCCCNCCCC1 1,6-diazacyclodecane diammonium